ClC1=NC=CC(=C1C)CO[Si](C(C)(C)C)(C)C 2-Chloro-3-methyl-4-(3,3,4,4-tetramethyl-2-oxa-3-silapentan-1-yl)pyridine